C1(=CC=CC=C1)S(=O)(=O)C(C(=O)C1=CC=C(C=C1)C(F)(F)F)SC1=CC=CC=C1 2-(phenylsulfonyl)-2-(phenylthio)-1-(4-(trifluoromethyl)phenyl)ethan-1-one